C(C)O[Si](C(C(=O)OCCCCCCCCCC)C)(OCC)OCC decyl α-triethoxysilylpropionate